1-(2-(6-fluoro-1H-indole-3-carbonyl)thiazol-4-yl)propan-1-one FC1=CC=C2C(=CNC2=C1)C(=O)C=1SC=C(N1)C(CC)=O